6-(11-hydroxyundecyloxy)naphthalene-2-carboxylic acid OCCCCCCCCCCCOC=1C=C2C=CC(=CC2=CC1)C(=O)O